CN(C)[Zr](C1C=CC=C1)(N(C)C)N(C)C tris(dimethylamino)cyclopentadienyl-zirconium (IV)